(3S)-3-[3-bromo-4-cyano-5-(methylamino)pyrazol-1-yl]pyrrolidine-1-carboxylic acid tert-butyl ester C(C)(C)(C)OC(=O)N1C[C@H](CC1)N1N=C(C(=C1NC)C#N)Br